S(=O)(=O)(O)O.O[C@@H]1CC2=CC[C@H]3[C@@H]4CC[C@H]([C@@H](CCC(=O)O)C)[C@]4(CC[C@@H]3[C@]2(CC1)C)C 3β-hydroxy-5-cholenoic acid sulfate